FC1=CC=C2C=C(N=C(C2=C1)OC)C1=CC(COC1)N1CCN(CC1)C=1C=CC(=NC1)C(=O)NC 5-(4-(5-(7-fluoro-1-methoxyisoquinolin-3-yl)-3,6-dihydro-2H-pyran-3-yl)piperazin-1-yl)-N-methylpicolinamide